N[C@@H]1CC[C@H](CC1)C1(NC=C(C(=N1)NC1=C(C=CC=C1)C1=NC=NN1C)Cl)N 2-(trans-4-aminocyclohexyl)-5-chloro-N4-(2-(1-methyl-1H-1,2,4-triazol-5-yl)phenyl)pyrimidine-2,4-diamine